1,2,4,5-tetrakis(4-mercaptophenyl)benzene SC1=CC=C(C=C1)C1=C(C=C(C(=C1)C1=CC=C(C=C1)S)C1=CC=C(C=C1)S)C1=CC=C(C=C1)S